C(C)(=O)O[C@@H]1C[C@H](O[C@H]1N1C2=NC(=NC=C2N(C1=O)CC(F)F)N)COC(C)=O ((2S,4R,5R)-4-acetoxy-5-(2-amino-7-(2,2-difluoroethyl)-8-oxo-7,8-dihydro-9H-purin-9-yl)tetrahydrofuran-2-yl)methylacetat